2,2',4-trihydroxy-4'-(2-methacryloyloxy-ethoxy)benzophenone OC1=C(C(=O)C2=C(C=C(C=C2)OCCOC(C(=C)C)=O)O)C=CC(=C1)O